FC(N1C=C(C2=CC(=CC=C12)Cl)S(=O)(=O)C1=CC(=C(C=C1)OC)N1CCNCC1)F 1-(difluoromethyl)-5-chloro-3-((4-methoxy-3-(piperazin-1-yl)phenyl)sulfonyl)-1H-indole